(4-((1-(3-fluoropropyl)piperidin-4-yl)oxy)phenyl)(6-hydroxy-2-(4-hydroxy-phenyl)benzo[b]thiophen-3-yl)methanone FCCCN1CCC(CC1)OC1=CC=C(C=C1)C(=O)C=1C2=C(SC1C1=CC=C(C=C1)O)C=C(C=C2)O